N-(3,5-Difluorophenyl)-2-(((2-(trifluoromethyl)pyridin-4-yl)thio)methyl)-1H-benzo[d]imidazol-5-amine FC=1C=C(C=C(C1)F)NC1=CC2=C(NC(=N2)CSC2=CC(=NC=C2)C(F)(F)F)C=C1